C(C1=CC=CC=C1)N1C2(CC2)CCC(C1)C=1C=NN(C1)C1OCCCC1 4-benzyl-6-(1-tetrahydropyran-2-ylpyrazol-4-yl)-4-azaspiro[2.5]octane